The molecule is a 5-alkylresorcinol that is resorcinol which is substituted by a tricosyl group at position 5. It is found in wheat bran. It has a role as a plant metabolite and a bacterial metabolite. CCCCCCCCCCCCCCCCCCCCCCCC1=CC(=CC(=C1)O)O